CN1N=CC(=C1)N1N=CC2=CC=C(C=C12)O[C@@H]1CCC=2C1=NC=CC2 |r| rac-7-((1-(1-Methyl-1H-pyrazol-4-yl)-1H-indazol-6-yl)oxy)-6,7-dihydro-5H-cyclopenta[b]pyridine